ClC1=C(C=CC=C1)[C@H]1CC[C@H](N1C(=O)C1=CC=C(C=C1)C1=C(C=CC=C1)OC1=CC=CC=C1)C(=O)O (2S,5R)-5-(2-chlorophenyl)-1-(2'-phenoxy-[1,1'-biphenyl]-4-carbonyl)pyrrolidine-2-carboxylic acid